2-(4-ethylpiperazin-1-yl)-N-(2-methyl-4-nitro-phenyl)acetamide C(C)N1CCN(CC1)CC(=O)NC1=C(C=C(C=C1)[N+](=O)[O-])C